4-((6-((2-methyl-6-(trifluoromethyl)pyridin-3-yl)sulfonyl)-2,6-diazaspiro[3.3]heptan-2-yl)methyl)tetrahydro-2H-pyran-4-ol CC1=NC(=CC=C1S(=O)(=O)N1CC2(CN(C2)CC2(CCOCC2)O)C1)C(F)(F)F